2-[[2-(2,5-dimethylpyrrol-1-yl)-3-methyl-imidazo[4,5-b]pyridin-7-yl]methyl]-4-methyl-morpholine CC=1N(C(=CC1)C)C1=NC=2C(=NC=CC2CC2CN(CCO2)C)N1C